FC1=C(C=C(C(=C1O)F)C(F)(F)F)C1=NN(C2=C1C=NC(=C2)N2C(CNC1(CC1)C2)=O)C 7-(3-(2,4-Difluoro-3-hydroxy-5-(trifluoromethyl)phenyl)-1-methyl-1H-pyrazolo[4,3-c]pyridin-6-yl)-4,7-diazaspiro[2.5]octan-6-one